ClC=1C=CC2=C(N=C(S2)S)C1 5-chloro-2-mercaptobenzo-thiazole